CN(C=1C(=NC=C(C1)C=1N=CC2=C(C=CC=C2C1)C1=CC2=C(N(C(N2C)=O)C)C(=C1)C(C)C)C(=O)O)C 3-(dimethylamino)-5-(8-(7-isopropyl-1,3-dimethyl-2-oxo-2,3-dihydro-1H-benzo[d]imidazol-5-yl)isoquinolin-3-yl)picolinic acid